C(OCC)(O[C@H](C)N1N=NN=C1COCC(C)=O)=O (R)-ethyl (1-(5-((2-oxopropoxy)methyl)-1H-tetrazol-1-yl)ethyl) carbonate